FC(C1=C(C=C(C=C1)F)C1=C(C=2N=C(N=C(C2C=N1)N1C[C@@H](NCC1)CC#N)OC[C@]12CCCN2C[C@@H](C1)F)F)F 2-((S)-4-(7-(2-(Difluoromethyl)-5-fluorophenyl)-8-fluoro-2-(((2R,7aS)-2-fluorotetrahydro-1H-pyrrolizin-7a(5H)-yl)methoxy)pyrido[4,3-d]pyrimidin-4-yl)piperazin-2-yl)acetonitrile